tert-butyl ((1-((4-methoxy-3-((2-methoxy-4-(methylcarbamoyl)phenyl) sulfonamido)benzo[d]isoxazol-6-yl)methyl)-1H-pyrazol-4-yl)methyl)carbamate COC1=CC(=CC2=C1C(=NO2)NS(=O)(=O)C2=C(C=C(C=C2)C(NC)=O)OC)CN2N=CC(=C2)CNC(OC(C)(C)C)=O